CN(S(=O)(=O)C1=CC=C(C=C1)C1=C(NC2=C(C=CC=C12)C(C)C)C(=O)NC1=CC=CC=C1)C 3-(4-(N,N-dimethylsulfamoyl)phenyl)-7-isopropyl-N-phenyl-1H-indole-2-carboxamide